2-chloro-4-hydroxy-3-indan-5-yl-5-(4-methoxyphenyl)-7H-thieno[2,3-b]pyridin-6-one ClC1=C(C2=C(NC(C(=C2O)C2=CC=C(C=C2)OC)=O)S1)C=1C=C2CCCC2=CC1